tert-butyl(((S)-7-((4R,5R)-2,2-dimethyl-5-((E)-oct-1-en-1-yl)-1,3-dioxolan-4-yl)hepta-4,6-diyn-3-yl)oxy)dimethylsilane C(C)(C)(C)[Si](C)(C)O[C@@H](CC)C#CC#C[C@H]1OC(O[C@@H]1\C=C\CCCCCC)(C)C